O=C1N(CC[C@]12CN(CC2)C(=O)C2[N@@](C2)C(C2=CC=CC=C2)(C2=CC=CC=C2)C2=CC=CC=C2)CC(=O)N 2-((S)-1-oxo-7-((R)-1-tritylaziridine-2-carbonyl)-2,7-diazaspiro[4.4]nonan-2-yl)acetamide